FC1=CC=C(C=C1)C(C(=O)NC1=CC=C(C=C1)C1=NC=NC2=CC(=C(C=C12)OC)OCC1CCNCC1)(C)C 2-(4-fluorophenyl)-N-(4-(6-methoxy-7-(piperidin-4-ylmethoxy)quinazolin-4-yl)phenyl)-2-methylpropaneamide